tert-butyl 7-[[6-(trifluoromethyl)-3-pyridyl]methyl]-2,7-diazaspiro[3.5]nonane-2-carboxylate FC(C1=CC=C(C=N1)CN1CCC2(CN(C2)C(=O)OC(C)(C)C)CC1)(F)F